4-(cyclopropylmethoxy)-1-fluoro-2-nitro-benzene C1(CC1)COC1=CC(=C(C=C1)F)[N+](=O)[O-]